FC=1C=CC(=C(OC2=C(C=O)C=CC=C2)C1)OC 2-(5-fluoro-2-methoxyphenoxy)benzaldehyde